4-Methyl-3-(4-(5-(morpholinopyridin-3-yl)-1H-pyrazol-1-yl)phenyl)-3-(trifluoromethaneOxy)pyrrolidine-1-carboxamide CC1C(CN(C1)C(=O)N)(OC(F)(F)F)C1=CC=C(C=C1)N1N=CC=C1C=1C(=NC=CC1)N1CCOCC1